N-[(1R,4R)-2-ethyl-2-azabicyclo[2.2.1]heptan-5-yl]-2-(1-phenyl-1H-pyrazol-4-yl)-1,3-thiazole-4-carboxamide C(C)N1[C@H]2CC([C@@H](C1)C2)NC(=O)C=2N=C(SC2)C=2C=NN(C2)C2=CC=CC=C2